methyl 2-(2-(4-((3-carbamoylpyridin-2-yl)oxy)phenyl)acetamido)-1-methyl-1H-benzo[d]imidazole-5-carboxylate C(N)(=O)C=1C(=NC=CC1)OC1=CC=C(C=C1)CC(=O)NC1=NC2=C(N1C)C=CC(=C2)C(=O)OC